(S)-(3-((4-dihydroxyboryl-3-methoxybenzyl)(5,6-diamino-6-oxohexyl)carbamoyl)-5-fluorophenyl)boronic acid OB(C1=C(C=C(CN(C(=O)C=2C=C(C=C(C2)F)B(O)O)CCCC[C@@H](C(=O)N)N)C=C1)OC)O